6-chloro-2-(4-methoxybenzyl)-3-oxo-2,3-dihydropyridazin ClC=1C=CC(N(N1)CC1=CC=C(C=C1)OC)=O